FC1=CC=C(C=C1)C(N1C[C@@H](N(C[C@H]1C)C1=C(C(N(C=2C=CC(=NC12)C#N)C)=O)C#N)C)C=1C=NN(C1)C 8-[(2S,5R)-4-[(4-fluorophenyl)(1-methyl-1H-pyrazol-4-yl)methyl]-2,5-dimethylpiperazin-1-yl]-5-methyl-6-oxo-5,6-dihydro-1,5-naphthyridine-2,7-dicarbonitrile